O=C1NC(=C(C=C1C(=O)N)C1=CC=C(C=C1)OCC=1C=NC=NC1)C(F)(F)F 2-oxo-5-(4-(pyrimidin-5-ylmethoxy)phenyl)-6-(trifluoromethyl)-1,2-dihydropyridine-3-carboxamide